NC1=C(N=CC2=C(C=CC=C12)C=1C(=NC=CC1)C)C(=O)NC1CC1 4-amino-N-cyclopropyl-8-(2-methylpyridin-3-yl)isoquinoline-3-carboxamide